(Z)-N-(5-((6-(3-(5-(tert-butyl)isoxazol-3-yl)ureido)-2-oxindol-3-ylidene)methyl)-2,4-dimethyl-1H-pyrrol-3-yl)-3-(tert-butylamino)propanamide C(C)(C)(C)C1=CC(=NO1)NC(NC1=CC=C2/C(/C(NC2=C1)=O)=C/C1=C(C(=C(N1)C)NC(CCNC(C)(C)C)=O)C)=O